3-Methyl-2-(6-(((1S,2S,5R)-8-methyl-8-azabicyclo[3.2.1]octan-2-yl)amino)pyridazin-3-yl)-5-(trifluoromethyl)phenol CC=1C(=C(C=C(C1)C(F)(F)F)O)C=1N=NC(=CC1)N[C@@H]1[C@@H]2CC[C@@H](CC1)N2C